2-(4-cyclopropyl-6-methoxypyrimidin-5-yl)-8-methyl-9-(4-(5-methyl-3-(trifluoromethyl)4H-pyrazol-1-yl)benzyl)-9H-purine C1(CC1)C1=NC=NC(=C1C1=NC=C2N=C(N(C2=N1)CC1=CC=C(C=C1)N1N=C(CC1C)C(F)(F)F)C)OC